C(C)NC(O[C@@H]1CC[C@H](CC1)C(N(C1=NC=CC(=C1)C=1C=NN(C1)C(C)C)C[C@@H]1CC[C@H](CC1)C1=NC(=C(C=C1)OC)C#N)=O)=O trans-4-(((trans-4-(6-Cyano-5-methoxy-pyridin-2-yl)cyclohexyl)methyl)(4-(1-isopropyl-1H-pyrazol-4-yl)pyridin-2-yl)-carbamoyl)cyclohexyl ethylcarbamate